C(=O)(OC(C)(C)C)N[C@@H](CC1=CNC2=CC=CC=C12)C(=O)O |r| Boc-DL-tryptophan